(6-Chloropyrazolo[1,5-a]pyridin-3-yl)dihydropyrimidine-2,4(1H,3H)-dione ClC=1C=CC=2N(C1)N=CC2N2C(NC(CC2)=O)=O